CCCC(=O)OCC ethyl 1-methyl-2-ethylcarboxylate